(s)-3,3,3-trifluoro-2,2-dimethyl-N-((4-((3-(trifluoromethyl)-phenyl)sulfonyl)-6-(6-(trifluoromethyl)pyridin-2-yl)-3,4-dihydro-2H-benzo[b][1,4]-oxazin-2-yl)methyl)propanamide FC(C(C(=O)NC[C@H]1CN(C2=C(O1)C=CC(=C2)C2=NC(=CC=C2)C(F)(F)F)S(=O)(=O)C2=CC(=CC=C2)C(F)(F)F)(C)C)(F)F